4-(5-(3,5-dichlorophenyl)-5-(trifluoromethyl)-4,5-dihydroisoxazol-3-yl)-2-methyl-N-(1-(prop-2-yn-1-yl)-5-(3,3,3-trifluoropropyl)-1H-1,2,4-triazol-3-yl)benzamide ClC=1C=C(C=C(C1)Cl)C1(CC(=NO1)C1=CC(=C(C(=O)NC2=NN(C(=N2)CCC(F)(F)F)CC#C)C=C1)C)C(F)(F)F